thiocarbonylpyrrolopyrimidinone C(=S)=C1NC(N=C2C1=NC=C2)=O